N-(1-(4-(trifluoromethyl)phenyl)-2,3,4,5-tetrahydro-1H-benzo[b]azepin-3-yl)acrylamide FC(C1=CC=C(C=C1)N1C2=C(CCC(C1)NC(C=C)=O)C=CC=C2)(F)F